C1N(CCC12CCOCC2)C=2C=C(CN1CCCC13CCN(CC3)C(=O)N3N=C(C=C3)C(=O)O)C=C(C2)C(F)(F)F 1-(1-(3-(8-oxa-2-azaspiro[4.5]decan-2-yl)-5-(trifluoromethyl)benzyl)-1,8-diazaspiro[4.5]decane-8-carbonyl)-1H-pyrazole-3-carboxylic acid